2,2'-dithio-oxalic acid C(C(=S)S)(=O)O